ClC=1C=C(C=CC1N)CC1=CC(=C(C=C1)N)Cl bis(3-chloro-4-aminophenyl)methane